2-methyl-propionic acid, ethyl ester CC(C(=O)OCC)C